1,6-dichloro-4-methyl-2,7-naphthyridine ClC1=NC=C(C2=CC(=NC=C12)Cl)C